[Br-].C(CCCCCCCCCCCCCCC)[N+](CC1=CC=CC=C1)(C)C hexadecyl-dimethylbenzyl-ammonium bromide